7-mercapto-1-methylquinolin-2(1H)-one SC1=CC=C2C=CC(N(C2=C1)C)=O